dicarboxyl-2,2'-bipyridine C(=O)(O)C1=C(C(=NC=C1)C1=NC=CC=C1)C(=O)O